(6-((4-chloro-2-fluorophenoxy)methyl)-5-fluoropyridin-2-yl)-2,5-dihydro-1H-pyrrole-1-carboxylic acid tert-butyl ester C(C)(C)(C)OC(=O)N1C(C=CC1)C1=NC(=C(C=C1)F)COC1=C(C=C(C=C1)Cl)F